2,5,6,7-Tetrahydroindazol-4-one N=1NC=C2C(CCCC12)=O